N-((1R,2R)-2-Cyclopropoxy-1-(5-((S)-2-cyclopropoxy-1-((S)-2-oxo-4-(trifluoromethyl)imidazolidin-1-yl)ethyl)-1H-benzo[d]imidazol-2-yl)propyl)-4-methyl-1,2,5-oxadiazole-3-carboxamide C1(CC1)O[C@@H]([C@@H](C1=NC2=C(N1)C=CC(=C2)[C@@H](COC2CC2)N2C(N[C@@H](C2)C(F)(F)F)=O)NC(=O)C2=NON=C2C)C